COC1=CC=C(C=N1)OC1CCN(CC1)C1=C(C=C2C(=N1)COC2=O)C 2-(4-((6-methoxypyridin-3-yl)oxy)piperidin-1-yl)-3-methylfuro[3,4-b]pyridin-5(7H)-one